ClC1=C(C=CC=C1OC)C(=O)N1C[C@@H]2CO[C@@H](CN2CC1)C1=NC=C(C=C1)Br |r| (2-chloro-3-methoxyphenyl)-[rac-(3S,9aR)-3-(5-bromo-2-pyridyl)-3,4,6,7,9,9a-hexahydro-1H-pyrazino[2,1-c][1,4]oxazin-8-yl]methanone